N1N=CC=2C(=NC=CC21)OC=2C=CC=1C3=C(N(C1C2)C)C(N(N=C3)CC3=C(C=CC=C3)F)=O 7-((1H-pyrazolo[4,3-c]pyridin-4-yl)oxy)-3-(2-fluorobenzyl)-5-methyl-3,5-dihydro-4H-pyridazino[4,5-b]indol-4-one